C(C)(C)(C)NS(=O)(=O)C1=C(C=NN1)F N-(tert-butyl)-4-fluoro-1H-pyrazole-5-sulfonamide